ClC1=CC=C(C=C1)C1N(N=C(C1)C=1C=NC(=CC1C1=CC=C(C=C1)Cl)C)C(C(CC(=O)O)(F)F)=O 4-[3-(4-Chlorophenyl)-5-[4-(4-chlorophenyl)-6-methyl-3-pyridyl]-3,4-dihydropyrazol-2-yl]-3,3-difluoro-4-oxo-butanoic acid